(3,5-dimethoxyphenyl)-4-pivaloylpiperazine-2,5-dione COC=1C=C(C=C(C1)OC)N1C(CN(C(C1)=O)C(C(C)(C)C)=O)=O